CC(=NC[C@H](C(=O)O)NC(=O)OCC1C2=CC=CC=C2C3=CC=CC=C13)C4=C(CC(CC4=O)(C)C)O N-alpha-(9-fluorenylmethyloxycarbonyl)-N-beta-[(4,4-dimethyl-2,6-dioxocyclohex-1-ylidene)ethyl]-D-2,3-diaminopropionic acid